hexahydro-pyrrolo[C]pyrrole N1CCC2C1=CNC2